Cl.N[C@@H](C(=O)N[C@@H](CCOC1=C(C=C(C=C1)Cl)F)B1OC(C(O1)(C)C)(C)C)COC (2R)-2-amino-N-[(1R)-3-(4-chloro-2-fluoro-phenoxy)-1-(4,4,5,5-tetramethyl-1,3,2-dioxaborolan-2-yl)propyl]-3-methoxy-propanamide hydrochloride